(S)-2-(cyanomethyl)-4-(2-methylsulfanyl-5,6,7,8-tetrahydropyrido[3,4-d]pyrimidin-4-yl)piperazine-1-carboxylate C(#N)C[C@@H]1N(CCN(C1)C=1C2=C(N=C(N1)SC)CNCC2)C(=O)[O-]